4-cyclopropyl-7-(2-((2-ethyl-4-(1-(2-fluoroethyl)piperidin-4-yl)phenyl)amino)-5-(trifluoromethyl)pyrimidin-4-yl)-3,4-dihydrothieno[2,3-f][1,4]thiazepin-5(2H)-one 1,1-dioxide C1(CC1)N1CCS(C2=C(C1=O)SC(=C2)C2=NC(=NC=C2C(F)(F)F)NC2=C(C=C(C=C2)C2CCN(CC2)CCF)CC)(=O)=O